ClC=1C(=C(C(=CC1)Cl)C=1C(N(N=C(C1O)C)C)=O)OCC1=CC(=NC=C1)Cl 4-[3,6-dichloro-2-[(2-chloro-4-pyridinyl)methoxy]phenyl]-5-hydroxy-2,6-dimethyl-pyridazin-3-one